(E)-1-chloro-2-(difluoromethyl)-4-(4-methoxystyryl)benzene ClC1=C(C=C(C=C1)\C=C\C1=CC=C(C=C1)OC)C(F)F